N-((1R)-1-(3-(2,2-difluorocyclopropyl)-2-fluorophenyl)ethyl)-2'-methyl-7'H,9'H-spiro[oxetane-3,8'-[1,4]dioxepino[2,3-g]quinazolin]-4'-amine FC1(C(C1)C=1C(=C(C=CC1)[C@@H](C)NC1=NC(=NC2=CC3=C(C=C12)OCC1(CO3)COC1)C)F)F